C12(NCCC(C1C(=O)N)C2)C(=O)N azabicyclo[3.1.1]heptane-1,6-dicarboxamide